FC(C(=NO)C1=CC=C(C=C1)Cl)(F)F 2,2,2-trifluoro-1-(4-chlorophenyl)-ethanone oxime